1-(2-(diphenylphosphinyl)phenyl)-3,5-dimethyl-1H-pyrazole C1(=CC=CC=C1)P(=O)(C1=C(C=CC=C1)N1N=C(C=C1C)C)C1=CC=CC=C1